2-((3-oxo-5-(piperazin-1-yl)-1,3-dihydroisobenzofuran-1-yl)methyl)benzonitrile hydrochloride Cl.O=C1OC(C2=CC=C(C=C12)N1CCNCC1)CC1=C(C#N)C=CC=C1